2-(6-{5-chloro-2-[(oxan-4-yl)amino]pyrimidin-4-yl}-1-oxo-2,3-dihydro-1H-isoindol-2-yl)-N-[(1S)-2-methoxy-1-phenylethyl]acetamide ClC=1C(=NC(=NC1)NC1CCOCC1)C1=CC=C2CN(C(C2=C1)=O)CC(=O)N[C@H](COC)C1=CC=CC=C1